N1CCN=CC1=O 2,3-dihydro-1H-pyrazin-6-on